1,1,5,5-tetramethoxy-1,5-divinyl-3,3-diphenyltrisiloxane CO[Si](O[Si](O[Si](C=C)(OC)OC)(C1=CC=CC=C1)C1=CC=CC=C1)(C=C)OC